[(1R,2S,4R)-4-{[5-({4-[(R)-(3-chlorophenyl)(hydroxy)methyl]-2-thienyl}carbonyl)pyrimidin-4-yl]amino}-2-hydroxycyclopentyl]methyl sulfamate S(N)(OC[C@@H]1[C@H](C[C@@H](C1)NC1=NC=NC=C1C(=O)C=1SC=C(C1)[C@H](O)C1=CC(=CC=C1)Cl)O)(=O)=O